5-bromo-1H-indole-4-carboxylic acid BrC1=C(C=2C=CNC2C=C1)C(=O)O